ethan-1-one formate C(=O)O.C(C)=O